NC(C)(C)C1CCC(CC1)(C)N 4-(2-amino-2-propyl)-1-methylcyclohexylamine